NC=1C(=C(C(=C(C(=O)NC=2C(=CC(=C(C2)N2N=NC(=C2)C(=O)O)F)N2C[C@@H](N([C@@H](C2)C)C)C)C1)Cl)C)F 1-(5-(5-amino-2-chloro-4-fluoro-3-methylbenzamido)-2-fluoro-4-((3S,5R)-3,4,5-trimethylpiperazin-1-yl)phenyl)-1H-1,2,3-triazole-4-carboxylic acid